FC1=C(C2=C(CCO2)C=C1NC1=NC(=CC(=N1)NC)C)C=1CC(CNCC1)F N2-[6-fluoro-7-(3-fluoro-2,3,4,7-tetrahydro-1H-azepin-5-yl)-2,3-dihydrobenzofuran-5-yl]-N4,6-dimethyl-pyrimidine-2,4-diamine